[OH-].C(CC1=CC=CC=C1)[N+](CCC)(CCC)CC=C phenethyl-allyl-dipropyl-ammonium hydroxide